4,4'-dihydroxyl-[1,1'-biphenyl]-3,3'-dicarboxaldehyde OC1=C(C=C(C=C1)C1=CC(=C(C=C1)O)C=O)C=O